2-(1-Benzofuran-5-sulfonyl)-5-(2-methylfuran-3-carbonyl)-1H,2H,3H,4H,5H,6H-pyrrolo[3,4-c]pyrrole O1C=CC2=C1C=CC(=C2)S(=O)(=O)N2CC=1CN(CC1C2)C(=O)C2=C(OC=C2)C